CN(C)CCCCCCCCCCCCCCCC N,N-dimethylcetyl-amine